FC(OC1=NC=CC(=C1)C=1OC=C(N1)[C@@H]1C(C12CCN(CC2)S(=O)(=O)N)(F)F)F (2R)-2-{2-[2-(difluoromethoxy)pyridin-4-yl]-1,3-oxazol-4-yl}-1,1-difluoro-6-azaspiro[2.5]octane-6-sulfonamide